N1=C(C=CC=C1)C(C)(C)N1C[C@@](CC1)([C@@H]1OCCC1)CCC1=CC=C(C#N)C=C1 |o1:14| 4-(2-((R)-1-(2-(pyridin-2-yl)propan-2-yl)-3-((R or S)-tetrahydrofuran-2-yl)pyrrolidin-3-yl)ethyl)benzonitrile